FC(C=1C=C(CN2C=C(C3=CC=CC(=C23)F)/C=C(/C(=O)[O-])\C#N)C=C(C1)C(F)(F)F)(F)F (E)-3-(1-(3,5-bis(trifluoromethyl) benzyl)-7-fluoro-1H-indol-3-yl)-2-cyanoacrylate